ClC=1C=C2C(=CN=C(C2=CN1)NC)/C=C/C1=CC=C(OCCC#N)C=C1 (E)-3-(4-(2-(6-chloro-1-(methylamino)-2,7-naphthyridin-4-yl)vinyl)phenoxy)propanenitrile